Trans-5-chloro-N-(1-methyl-1H-pyrazol-4-yl)-4-(3a-methylhexahydropyrrolo[3,4-c]pyrrol-2(1H)-yl)pyrimidin-2-amine dihydrochloride Cl.Cl.ClC=1C(=NC(=NC1)NC=1C=NN(C1)C)N1C[C@H]2CNC[C@@]2(C1)C